(1R,4R)-N-(3,4-difluorophenyl)-5-(4-fluorophenyl)-2,5-diazabicyclo[2.2.1]heptane-2-carboxamide FC=1C=C(C=CC1F)NC(=O)N1[C@H]2CN([C@@H](C1)C2)C2=CC=C(C=C2)F